NC1=NC=2C=CC(=CC2C2=C1C=NN2C)C(=O)N(N(C)C(CC2CC2)=O)CC2=NC=C(C=C2)C(F)(F)F 4-amino-N'-(2-cyclopropylacetyl)-N',1-dimethyl-N-[[5-(trifluoromethyl)-2-pyridyl]methyl]pyrazolo[4,3-c]quinoline-8-carbohydrazide